FC(CN1N=NC2=C1C=C(C=C2)C=2C=CN1N=C(N=C(C12)OC)NC1CCC(CC1)(O)C)F (1s,4s)-4-((5-(1-(2,2-Difluoroethyl)-1H-benzo[d][1,2,3]triazol-6-yl)-4-methoxypyrrolo[2,1-f][1,2,4]triazin-2-yl)amino)-1-methylcyclohexan-1-ol